[Ni].[Cu].[Ni].[B].[Fe].[Nd] neodymium-iron-boron nickel-copper-nickel